(1s,4s)-4-((5-(3-ethyl-2-methyl-3H-imidazo[4,5-b]pyridin-5-yl)pyrrolo[2,1-f][1,2,4]triazin-2-yl)amino)-1-methylcyclohexan-1-ol C(C)N1C(=NC=2C1=NC(=CC2)C=2C=CN1N=C(N=CC12)NC1CCC(CC1)(O)C)C